Butyl (6-bromo-7-fluoroquinazolin-4-yl)-2,7-diazaspiro[3.5]nonane-carboxylate BrC=1C=C2C(=NC=NC2=CC1F)C1(NCC12CCNCC2)C(=O)OCCCC